4-acetoxyl-3,5-di-tert-butyl-anisole O(C(=O)C)C1=C(C=C(C=C1C(C)(C)C)OC)C(C)(C)C